N-[(1R,2S)-2-fluorocyclopropyl]-8-(methylamino)-6-[4-(piperazin-1-yl)-2,3-dihydroindol-1-yl]imidazo[1,2-b]pyridazine-3-carboxamide F[C@@H]1[C@@H](C1)NC(=O)C1=CN=C2N1N=C(C=C2NC)N2CCC1=C(C=CC=C21)N2CCNCC2